N-(1H-indol-3-yl)-4-(pyridin-2-yl)piperazine-1-carboxamide N1C=C(C2=CC=CC=C12)NC(=O)N1CCN(CC1)C1=NC=CC=C1